5-azido-N1,N3-bis(5-(5-((3aS,4S,6aR)-2-oxohexahydro-1H-thieno[3,4-d]imidazol-4-yl)pentanamido)pentyl)isophthalamide N(=[N+]=[N-])C=1C=C(C=C(C(=O)NCCCCCNC(CCCC[C@@H]2SC[C@@H]3NC(N[C@@H]32)=O)=O)C1)C(=O)NCCCCCNC(CCCC[C@@H]1SC[C@@H]3NC(N[C@@H]31)=O)=O